N1(CCCCC1)C1=CC=C(C=C1)SC=1N=NNC1C(=O)O 4-((4-(piperidin-1-yl)phenyl)thio)-1H-1,2,3-triazole-5-carboxylic acid